(S)-2-((tert-butoxycarbonyl)amino)pent-4-enoic acid C(C)(C)(C)OC(=O)N[C@H](C(=O)O)CC=C